C(C)(=O)[O-].[U+2](=O)=O.C(C)(=O)[O-] uranyl acetate